C1(CC1)N1C2C(=CC=3C=C(C(=CC13)OCCCN1CCCC1)OC)CCC2 N-cyclopropyl-7-methoxy-6-[3-(pyrrolidin-1-yl)propoxy]-1H,2H,3H-cyclopenta[b]quinolin